ethyl (3-methyl-5-propyloctyl) oxalate C(C(=O)OCCC(CC(CCC)CCC)C)(=O)OCC